3-(2,4-dimethylphenyl)sulfonyl-8-(2-hydroxyethoxy)-7-methoxy-4H-triazolo[1,5-a]quinazolin-5-one CC1=C(C=CC(=C1)C)S(=O)(=O)C=1N=NN2C1NC(C1=CC(=C(C=C21)OCCO)OC)=O